4-cyclopropyl-3-(8-methylquinolin-5-yl)-N-[2-(trifluoromethyl)pyridin-4-yl]-1,2-thiazole-5-carboxamide C1(CC1)C=1C(=NSC1C(=O)NC1=CC(=NC=C1)C(F)(F)F)C1=C2C=CC=NC2=C(C=C1)C